(S)-8-chloro-6-(((1-(1-(difluoromethyl)cyclopropyl)-1H-1,2,3-triazol-4-yl)(1-methyl-1H-pyrazol-5-yl)methyl)amino)-4-(neopentylamino)quinoline-3-carbonitrile ClC=1C=C(C=C2C(=C(C=NC12)C#N)NCC(C)(C)C)N[C@@H](C1=CC=NN1C)C=1N=NN(C1)C1(CC1)C(F)F